FC1=CC2=C(SC(=C2)C(=O)N)C(=C1)N1CCN(CC1)CCC1=CC=C2CCC(NC2=C1)=O 5-fluoro-7-(4-(2-(2-oxo-1,2,3,4-tetrahydroquinolin-7-yl)ethyl)piperazin-1-yl)benzo[b]thiophene-2-carboxamide